FC(CN1N=CC(=C1)C1=CC=CC(=N1)C(=O)NC=1C(=NN(C1)C1CN(C1)C1CCN(CC1)C(N(C)C)=O)C(F)F)F 6-(1-(2,2-difluoroethyl)-1H-pyrazol-4-yl)-N-(3-(difluoromethyl)-1-(1-(1-(dimethylcarbamoyl)piperidin-4-yl)azetidin-3-yl)-1H-pyrazol-4-yl)-2-pyridineamide